FC(C1=NC(=NC(=N1)C(F)(F)F)N1C(C=2NC3=CC=C(C=C3C2CC1)Cl)CC(OC)OC)(F)F 2-[4,6-bis(trifluoromethyl)-1,3,5-triazin-2-yl]-6-chloro-1-(2,2-dimethoxyethyl)-2,3,4,9-tetrahydro-1H-pyrido[3,4-b]indole